(3R)-1-[3-[5-bromo-2-(8-chloro-4-oxo-chromen-2-yl)phenoxy]propyl]pyrrolidine-3-carboxylic acid BrC=1C=CC(=C(OCCCN2C[C@@H](CC2)C(=O)O)C1)C=1OC2=C(C=CC=C2C(C1)=O)Cl